BrC1=C(C=C2C(=NC(=NC2=C1F)Cl)N1CC=2N(CCC1)N=C(C2)C(=O)NC(C)C)F 5-(7-bromo-2-chloro-6,8-difluoroquinazolin-4-yl)-N-isopropyl-5,6,7,8-tetrahydro-4H-pyrazolo[1,5-a][1,4]diazepine-2-carboxamide